C1(CC1)C=1C=2N(C=CC1)N=C(C2)[C@@H]2N(CCC1=C2N=CN1)C(=O)C=1OC(=NN1)C=1C=NN(C1)C(F)F (R)-(4-(4-cyclopropylpyrazolo[1,5-a]pyridin-2-yl)-1,4,6,7-tetrahydro-5H-imidazo[4,5-c]pyridin-5-yl)(5-(1-(difluoromethyl)-1H-pyrazol-4-yl)-1,3,4-oxadiazol-2-yl)methanone